C[Si](CCOCCl)(C)C [2-(Trimethylsilyl)ethoxy]methyl Chloride